3-((Phenyl-sulfonyl)methyl)pyridine C1(=CC=CC=C1)S(=O)(=O)CC=1C=NC=CC1